(((((2S,3S,4R,5R)-5-(5-chloro-7-((4-fluorobenzyl)amino)-3H-[1,2,3]triazolo[4,5-d]pyrimidin-3-yl)-3,4-dihydroxytetrahydrofuran-2-yl)methyl)sulfonyl)methyl)phosphonic acid ClC=1N=C(C2=C(N1)N(N=N2)[C@H]2[C@@H]([C@@H]([C@H](O2)CS(=O)(=O)CP(O)(O)=O)O)O)NCC2=CC=C(C=C2)F